C1(CCCC1)N1C(C=CC2=C1N=C(N=C2)NC2=C(C=C(C=C2)S(=O)(=O)N2CCNCC2)C)=O 8-cyclopentyl-2-((2-methyl-4-(piperazin-1-ylsulfonyl)phenyl)amino)pyrido[2,3-d]pyrimidin-7(8H)-one